FC1=CC=C(C(=O)OC2C(CCCC2)[Se]C2=CC=CC=C2)C=C1 2-(phenylselanyl)cyclohexyl 4-fluorobenzoate